NC1=C2C(=NC=N1)N(N=C2C2=CC=C1C=C(NC1=C2)C(=O)NC=2C=NC=CC2)C(C)(C)C 6-(4-amino-1-tert-butyl-pyrazolo[3,4-d]pyrimidin-3-yl)-N-(3-pyridinyl)-1H-indole-2-carboxamide